β-(3,4-epoxycyclohexyl)ethyl-acetoxydiisopropylsilane C1(CC2C(CC1)O2)CC[Si](C(C)C)(C(C)C)OC(C)=O